FC1=C(C=C(C=C1)C1=CCC2(OCCO2)CC1)C 8-(4-fluoro-3-methylphenyl)-1,4-dioxaspiro[4.5]decane-7-ene